2-Hydroxymethyl-4-(prop-2-yn-1-yloxy)pyridine OCC1=NC=CC(=C1)OCC#C